FC1(CCC(CC1)[C@H](NC(=O)C=1C(=NOC1)C(F)(F)F)C=1N=C2N(N=C(C=N2)CC2C(NC[C@@H](C2)C(F)(F)F)=O)C1)F N-((S)-(4,4-difluorocyclohexyl)(2-(((5R)-2-oxo-5-(trifluoromethyl)piperidin-3-yl)methyl)imidazo[1,2-b][1,2,4]triazin-6-yl)methyl)-3-(trifluoromethyl)isoxazole-4-carboxamide